isobutyl-di(dec-9-en-1-yl)aluminum C(C(C)C)[Al](CCCCCCCCC=C)CCCCCCCCC=C